[N+](=[N-])=CC(CC[C@@H](C(=O)OC(C)C)NC([C@H](C(C)(C)C)O)=O)=O isopropyl (S)-6-diazo-2-((S)-2-hydroxy-3,3-dimethylbutanamido)-5-oxohexanoate